[1-(pyridin-3-yl)azetidin-3-yl]ethanone N1=CC(=CC=C1)N1CC(C1)C(C)=O